alpha-benzyl-phenylacetic acid C(C1=CC=CC=C1)C(C(=O)O)C1=CC=CC=C1